NCC=1N=NN(C1)CCCS(=O)(=O)[O-].[Na+] SODIUM 3-(4-(AMINOMETHYL)-1H-1,2,3-TRIAZOL-1-YL)PROPANE-1-SULFONATE